[C@H]12CC(C[C@H](CC1)N2)C2=CC(=CC1=C2N=CS1)C(=O)O 4-[(1R,3S,5S)-8-azabicyclo[3.2.1]oct-3-yl]-1,3-benzothiazole-6-carboxylic acid